6-bromo-2,2-difluorospiro[3.3]heptane BrC1CC2(CC(C2)(F)F)C1